ethyl 2-oxo-2,3,6b,7,10,10a-hexahydro-1H-pyrido[3',4':4,5]pyrrolo[1,2,3-de]quinoxaline-8(9H)-carboxylate O=C1NC=2C=CC=C3C2N(C1)C1C3CN(CC1)C(=O)OCC